cyano-4-carboxycinnamic acid ethyl ester C(C)OC(C(=CC1=CC=C(C=C1)C(=O)O)C#N)=O